1,2,6-trimethyl-5-morpholin-4-yl-4-oxopyridine-3-carboxamide CN1C(=C(C(C(=C1C)N1CCOCC1)=O)C(=O)N)C